CC1(CCC(CC1)NC=1N=C(C2=C(N1)NC=C2C2=NC1=CC=CN=C1C=C2)NC)NC(C)=O N-((1s,4s)-1-methyl-4-((4-(methylamino)-5-(1,5-naphthyridin-2-yl)-7H-pyrrolo[2,3-d]pyrimidin-2-yl)amino)cyclohexyl)acetamide